ClC1=CC=2N(C(N(CC2C=N1)C1=C(C=CC=C1C)F)=O)C1CCN(CC1)C(=O)OC(C)(C)C tert-butyl 4-[7-chloro-3-(2-fluoro-6-methyl-phenyl)-2-oxo-4H-pyrido[4,3-d]pyrimidin-1-yl]piperidine-1-carboxylate